tert-butyl 3-(3-fluoronaphthalen-1-yl)-2-oxobutanoate FC=1C=C(C2=CC=CC=C2C1)C(C(C(=O)OC(C)(C)C)=O)C